NC1=CC(=C(C(=O)NCC2(CC2)C2=CC=C(C=C2)Cl)C=C1Cl)OC 4-Amino-5-chloro-N-((1-(4-chlorophenyl)cyclopropyl)methyl)-2-methoxybenzamid